(2R,3S,4R,5S)-5-(4-cyanophenyl)-2,3,4,5-tetrahydroxypentanoic acid ethyl ester C(C)OC([C@@H]([C@H]([C@@H]([C@@H](O)C1=CC=C(C=C1)C#N)O)O)O)=O